FC1=CC=C(C=C1)N1[C@@H]2CNC([C@H](C1)CC2(C)C)=O (1S,5S)-6-(4-fluorophenyl)-9,9-dimethyl-3,6-diazabicyclo[3.2.2]nonan-2-one